3-(5-(isopropylcarbamoyl)thiophen-2-yl)benzoic acid C(C)(C)NC(=O)C1=CC=C(S1)C=1C=C(C(=O)O)C=CC1